CC=1N=C(C(=NC1C)N1CCN(CC1)C(C(=C)F)=O)NC=1C=NC(=CC1)C(F)(F)F 1-(4-(5,6-dimethyl-3-((6-(trifluoromethyl)pyridin-3-yl)amino)pyrazin-2-yl)piperazin-1-yl)-2-fluoroprop-2-en-1-one